(E)-2,4-Decadienal C(\C=C\C=CCCCCC)=O